N-[2-[(3-chlorophenyl)methyl-cyclobutyl-amino]ethyl]carbamic acid tert-butyl ester C(C)(C)(C)OC(NCCN(C1CCC1)CC1=CC(=CC=C1)Cl)=O